COC=1C=C2CCN3[C@@H](C2=CC1OC)C[C@H]([C@@H](C3)CC(C)C)COC(=O)N3CC(OCC3)CC(=O)O 2-[4-({[(2R,3S,11bR)-9,10-dimethoxy-3-(2-methylpropyl)-1H,2H,3H,4H,6H,7H,11bH-pyrido[2,1-a]isoquinolin-2-yl]methoxy}carbonyl)morpholin-2-yl]acetic acid